C(CCCCCCCCCCC)(=O)C(C(=O)O)CCCCCCCCCC Lauroyl-(lauric acid)